(allyl)dimethyl-(fluoro)silane methyl-(1R,5S)-9-(2,2-difluoro-2-(2-fluoro-5-((4-fluoro-3-methylphenyl)carbamoyl)phenyl)acetyl)-3-oxa-7,9-diazabicyclo[3.3.1]nonane-7-carboxylate COC(=O)N1C[C@H]2COC[C@@H](C1)N2C(C(C2=C(C=CC(=C2)C(NC2=CC(=C(C=C2)F)C)=O)F)(F)F)=O.C(C=C)[Si](F)(C)C